O1COC2=C1C=CC(=C2)N(C2CCN(CC2)C(=O)N2N=NC1=C2C=C(C=C1)C#N)C1=CC=C(C=C1)OC 1-(4-(benzo[d][1,3]dioxol-5-yl(4-methoxyphenyl)amino)piperidine-1-carbonyl)-1H-benzo[d][1,2,3]triazole-6-carbonitrile